2-(2'-hydroxy-3',5'-Di-t-butyl-phenyl)-5-chlorobenzotriazole OC1=C(C=C(C=C1C(C)(C)C)C(C)(C)C)N1N=C2C(=N1)C=CC(=C2)Cl